1-(4-Methoxyphenyl)-2-phenylethan-1-one COC1=CC=C(C=C1)C(CC1=CC=CC=C1)=O